CC(C(=O)OCC(C)(C1=CC(=CC=C1)C(F)(F)F)NC1=NC2=C(N1)C=CC=C2CNC(NCC)=O)(C)C 2-[(4-{[(ethylcarbamoyl)amino]methyl}-1H-1,3-benzodiazol-2-yl)amino]-2-[3-(trifluoromethyl)phenyl]propyl 2,2-dimethylpropanoate